5-acetamido-1-pentyl acrylate C(C=C)(=O)OCCCCCNC(C)=O